F[C@@H]1[C@@]2(CC[C@H](C[C@H]1C(=C)C1=CC=C(N=N1)C1=C(C=C(C=C1)C1=NC=CC(N1C)=O)O)N2)C 2-(4-(6-(1-((1S,2S,3S,5R)-2-fluoro-1-methyl-8-azabicyclo[3.2.1]octan-3-yl)vinyl)pyridazin-3-yl)-3-hydroxyphenyl)-3-methylpyrimidin-4(3H)-one